C1CC(=C(C1)F)F difluorocyclopentene